C(CCCCCCC\C=C\C\C=C\CC)C=1C=C(C=C(C1)O)O 5-[(9E,12E)-pentadeca-9,12-dienyl]benzene-1,3-diol